5-((5-methyl-3-(6-methyl-3-pyridyl)isoxazol-4-yl)methoxy)-N-(2,2,2-trifluoroethyl)pyrazine-2-carboxamide CC1=C(C(=NO1)C=1C=NC(=CC1)C)COC=1N=CC(=NC1)C(=O)NCC(F)(F)F